tert-butyl 3-(((S)-4-((3-chloro-2,4-difluorophenyl) (methyl) carbamoyl)-3-(6-methyl-4-(trifluoromethyl) pyridin-2-yl)-2-oxoimidazolidin-1-yl) methyl)-3-hydroxypyrrolidine-1-carboxylate ClC=1C(=C(C=CC1F)N(C(=O)[C@H]1N(C(N(C1)CC1(CN(CC1)C(=O)OC(C)(C)C)O)=O)C1=NC(=CC(=C1)C(F)(F)F)C)C)F